ClC1=CC=C(C=N1)N 6-chloropyridine-3-amine